7-(2-chlorophenyl)-1-(2-morpholinoethyl)-3,4-dihydroquinolin-2(1H)-one ClC1=C(C=CC=C1)C1=CC=C2CCC(N(C2=C1)CCN1CCOCC1)=O